N6-(cis-hydroxyprenyl)adenine OC(C=C(C)C)NC1=C2NC=NC2=NC=N1